C1=NN=C(C2=C1CCC2)N 6,7-dihydro-5H-cyclopenta[d]pyridazin-4-amine